S1N=CC(=C1)CN1CC(CC1)CNC(=O)C1CCN(CC1)C1=NC(=NO1)C1=CC=C(C=C1)OC N-((1-(isothiazol-4-ylmethyl)pyrrolidin-3-yl)methyl)-1-(3-(4-methoxyphenyl)-1,2,4-oxadiazol-5-yl)piperidine-4-carboxamide